3,4,5,6-tetra(9-carbazolyl)-phthalonitrile C1=CC=CC=2C3=CC=CC=C3N(C12)C1=C(C(C#N)=C(C(=C1N1C2=CC=CC=C2C=2C=CC=CC12)N1C2=CC=CC=C2C=2C=CC=CC12)N1C2=CC=CC=C2C=2C=CC=CC12)C#N